BrC1=CC(=C2C=NN(C2=C1)C1OCCCC1)OC[C@@H]1CN(CC1)C(=O)OC(C)(C)C tert-butyl (3S)-3-(((6-bromo-1-(tetrahydro-2H-pyran-2-yl)-1H-indazol-4-yl)oxy)methyl)pyrrolidine-1-carboxylate